N-[3-[(8-chloro-[1,2,4]triazolo[4,3-a]quinazolin-5-yl)-methyl-amino]phenyl]benzamide ClC1=CC=C2C(=NC=3N(C2=C1)C=NN3)N(C=3C=C(C=CC3)NC(C3=CC=CC=C3)=O)C